6-hydroxy-1-phenylnaphthalene OC=1C=C2C=CC=C(C2=CC1)C1=CC=CC=C1